tert-butyl (4-((4-amino-2-butyl-7-isopropoxy-1H-imidazo[4,5-d]pyridazin-1-yl)methyl)benzyl)glycinate NC1=C2C(=C(N=N1)OC(C)C)N(C(=N2)CCCC)CC2=CC=C(CNCC(=O)OC(C)(C)C)C=C2